N1-(1H-pyrrolo[3,2-b]pyridin-3-yl)-N2-(2-(4-(trifluoromethyl)phenoxy)propyl)oxalamide tert-butyl-2-[2-(2-cyclopropylphenyl)pyrrolidin-1-yl]-7-azaspiro[3.5]nonane-7-carboxylate C(C)(C)(C)OC(=O)N1CCC2(CC(C2)N2C(CCC2)C2=C(C=CC=C2)C2CC2)CC1.N1C=C(C2=NC=CC=C21)NC(C(=O)NCC(C)OC2=CC=C(C=C2)C(F)(F)F)=O